5-cyano-2-(methylthio)benzoyl chloride C(#N)C=1C=CC(=C(C(=O)Cl)C1)SC